tert-butyl 6-[6-thiocarbamoyl-7-[4-fluoro-2-(2-methoxyethoxy) phenyl] thieno[3,2-c]pyridin-4-yl]-3,4-dihydro-1H-isoquinoline-2-carboxylate C(N)(=S)C1=C(C2=C(C(=N1)C=1C=C3CCN(CC3=CC1)C(=O)OC(C)(C)C)C=CS2)C2=C(C=C(C=C2)F)OCCOC